1,2-bis(2-isothiocyanatoethoxy)ethane ethyl-2,4-dioxo-4-m-bromophenylbutyrate C(C)OC(C(CC(C1=CC(=CC=C1)Br)=O)=O)=O.N(=C=S)CCOCCOCCN=C=S